ClC1=CC2=C(C=N1)C=C(N2COCC[Si](C)(C)C)I 2-[(6-chloro-2-iodo-pyrrolo[3,2-c]pyridin-1-yl)methoxy]ethyl-trimethyl-silane